N-(3-(dimethylamino)propyl)-3-(6-fluoro-1-isopropyl-1H-benzo[d]imidazol-2-yl)-1H-indazole-5-carboxamide CN(CCCNC(=O)C=1C=C2C(=NNC2=CC1)C1=NC2=C(N1C(C)C)C=C(C=C2)F)C